The molecule is a sesquiterpene lactone of the eudesmanolide group. It has been isolated from Inula helenium. It has a role as an apoptosis inducer, an antifungal agent and a plant metabolite. It is a sesquiterpene lactone and a eudesmane sesquiterpenoid. C[C@]12CCCC(=C)[C@@H]1C[C@H]3[C@@H](C2)OC(=O)C3=C